C12C(C3CC(CC(C1)C3)C2)=C(C2=CC=C(C=C2)OCCCCCC[N+]2(CCCCC2)C)C2=CC=C(C=C2)OCCCCCC[N+]2(CCCCC2)C 1,1'-((((((5r,7r)-adamantan-2-ylidene)methylene)bis(4,1-phenylene))bis(oxy))bis(hexane-6,1-diyl))bis(1-methyl-piperidin-1-ium)